C(C)(C)(C)C1=CC(=C(C=C1)C=1N([C@]([C@](N1)(C)C1=CC=C(C=C1)Cl)(C)C1=CC=C(C=C1)Cl)C(=O)N1CCN(CC1)CC(=O)O)OCC 2-(4-((4S,5R)-2-(4-(tert-butyl)-2-ethoxyphenyl)-4,5-bis(4-chlorophenyl)-4,5-dimethyl-4,5-dihydro-1H-imidazole-1-carbonyl)piperazin-1-yl)acetic acid